5-(8-(1,3-dimethyl-2-oxo-4-(1H-pyrazol-1-yl)-2,3-dihydro-1H-imidazo[4,5-c]pyridin-6-yl)isoquinolin-3-yl)-N-(3-(3-(2,6-dioxopiperidin-3-yl)benzofuran-5-yl)prop-2-yn-1-yl)picolinamide CN1C(N(C=2C(=NC(=CC21)C=2C=CC=C1C=C(N=CC21)C=2C=CC(=NC2)C(=O)NCC#CC=2C=CC1=C(C(=CO1)C1C(NC(CC1)=O)=O)C2)N2N=CC=C2)C)=O